N-[3-(6-methyl-7-oxo-1H-pyrrolo[2,3-c]pyridin-4-yl)-4-[3-[2-[2-[2-[2-[2-[2-[2-(4-piperidyloxy)ethoxy]ethoxy]ethoxy]ethoxy]ethoxy]ethoxy]ethoxy]phenoxy]phenyl]ethanesulfonamide CN1C(C2=C(C(=C1)C=1C=C(C=CC1OC1=CC(=CC=C1)OCCOCCOCCOCCOCCOCCOCCOC1CCNCC1)NS(=O)(=O)CC)C=CN2)=O